4-(3,4,5-trifluorophenyl)pyrrolidin-2-one FC=1C=C(C=C(C1F)F)C1CC(NC1)=O